FC(C1=C(C=C(C(=O)O)C=C1F)F)F 4-(difluoromethyl)-3,5-difluorobenzoic acid